CC=1OC(=CC1C)C1=CC=C(C=C1)[N+](=O)[O-] 2,3-dimethyl-5-(4-nitrophenyl)furan